ethylacetate HCl Cl.C(C)OC(C)=O